NC1=NN2C(N=CC=C2)=C1C(=O)NC(C)C=1N(C(C2=C(C=CC=C2C1)C#CC=1C=NN(C1)C)=O)C1CC2(C1)CCN(CC2)C 2-amino-N-(1-(8-((1-methyl-1H-pyrazol-4-yl)ethynyl)-2-(7-methyl-7-azaspiro[3.5]nonan-2-yl)-1-oxo-1,2-dihydroisoquinolin-3-yl)ethyl)pyrazolo[1,5-a]pyrimidine-3-carboxamide